COC1=CC2=C(C=C1)N(C1=NC=3CCCCC3C(=C12)N)CCC=C(C)C 9-Methoxy-6-(4-methylpent-3-en-1-yl)-2,3,4,6-tetrahydro-1H-indolo[2,3-b]quinoline-11-amine